5-(3-bromo-4,5-dihydroisoxazol-5-yl)-N-(5,6-difluoro-2,3-dihydro-1H-inden-2-yl)pyrimidine-2-amine BrC1=NOC(C1)C=1C=NC(=NC1)NC1CC2=CC(=C(C=C2C1)F)F